BrC1=C2C(=C3C(NC(=NC3=C1)Cl)=O)NN=C2 4-bromo-7-chloro-1,8-dihydropyrazolo[3,4-f]quinazolin-9-one